ClC=1C=C2C=CC=NC2=CC1C(=O)NC1=CC(=NN1C)C1=C(C=CC=C1)F 6-Chloro-N-[3-(2-fluorophenyl)-1-methyl-1H-pyrazol-5-yl]quinoline-7-carboxamide